CN1N=CC2=CC(=CC=C12)NC1=NC=C2C(=N1)N(N(C2=O)CC=C)C2=NC(=CC=C2)OC2CCNCC2 6-[(1-methyl-1H-indazol-5-yl)amino]-1-[6-(piperidin-4-yloxy)pyridin-2-yl]-2-(prop-2-en-1-yl)-1H,2H,3H-pyrazolo[3,4-d]pyrimidin-3-one